O1CCC=2C1=CCCC2 2,3,5,6-tetrahydrobenzofuran